2,3,5,6-tetra([1,1'-biphenyl]-4-yl)pyrazine C1(=CC=C(C=C1)C1=NC(=C(N=C1C1=CC=C(C=C1)C1=CC=CC=C1)C1=CC=C(C=C1)C1=CC=CC=C1)C1=CC=C(C=C1)C1=CC=CC=C1)C1=CC=CC=C1